FC1=CC=C(C=C1)CC(=O)NC1=CC(=C(C=C1)N1N=CC(=C1)F)S(N)(=O)=O 2-(4-fluorophenyl)-N-[4-(4-fluoro-1H-pyrazol-1-yl)-3-sulfamoylphenyl]acetamide